C1(CC1)[C@@](CNC(=O)C=1NC(C=CN1)=O)(CC1=CC=C(C=C1)F)C (S)-N-(2-cyclopropyl-3-(4-fluorophenyl)-2-methylpropyl)-6-oxo-1,6-dihydropyrimidine-2-carboxamide